2-(diethylamino)-4-amino-2-chlorobenzoic acid ethyl ester hydrochloride Cl.C(C)OC(C1C(C=C(C=C1)N)(Cl)N(CC)CC)=O